S1C(=CC=C1)C1=NC(=NC(=N1)C=1SC=CC1)C=1SC=CC1 2,4,6-tris(2-thienyl)-1,3,5-Triazine